C1OCC12CN(C2)C2=NC=CC(=N2)COC2=CC=C(C=C2)C(C)(C)C2=CC=C(C(=O)NCCNC([O-])=O)C=C2 (2-(4-(2-(4-((2-(2-oxa-6-azaspiro[3.3]heptan-6-yl)pyrimidin-4-yl)methoxy) phenyl)propan-2-yl) benzamido) ethyl)carbamate